Cl.C(#C)C1(CC1)N 1-ethynyl-cyclopropanamine hydrochloride